Cl.Cl.C[C@@H]1OCC2([C@@H]1N)CCNCC2 (3S,4S)-3-methyl-2-oxa-8-azaspiro[4.5]decane-4-amine dihydrochloride